C(#N)C(C)(C)C1=CC(=NC=C1)N1N=CC(=C1)S(=O)(=O)NC=1C=CC=C2C=NN(C12)C 1-(4-(2-CYANOPROPAN-2-YL)PYRIDIN-2-YL)-N-(1-METHYL-1H-INDAZOL-7-YL)-1H-PYRAZOLE-4-SULFONAMIDE